BrCCCC1CC1 (3-bromopropyl)cyclopropane